S1C=NC2=C1C=CC(=C2)OC2=C(C=C(C=C2)NC=2C1=C(N=CN2)SC2=C1CCN(C2)C(\C=C\CN(C)C)=O)C (E)-1-(4-((4-(benzo[d]thiazol-5-yloxy)-3-methylphenyl)amino)-5,8-dihydropyrido[4',3':4,5]thieno[2,3-d]pyrimidin-7(6H)-yl)-4-(dimethylamino)but-2-en-1-one